bis(5-((5-isopropyl-8-methyl-2H-benzo[e][1,3]oxazin-3(4H)-yl)methyl)furan-2-yl)methane C(C)(C)C1=CC=C(C2=C1CN(CO2)CC2=CC=C(O2)CC=2OC(=CC2)CN2COC1=C(C2)C(=CC=C1C)C(C)C)C